S1C2=C(C=C1)C=C(C=C2)CN(C(=O)[C@H]2N(CCC2)S(=O)(=O)C2=CC=C(C)C=C2)C2CCC(CC2)(F)F (S)-1-(Toluene-4-sulfonyl)-pyrrolidine-2-carboxylic acid benzo[b]thiophen-5-ylmethyl-(4,4-difluoro-cyclohexyl)-amide